Cl.C(C(=O)Cl)(=O)Cl oxalyl chloride, hydrochloride